1'-benzyl-7-methyl-3,4-dihydro-1H-spiro[7,8-naphthyridine-2,3'-pyrrolidine] C(C1=CC=CC=C1)N1CC2(CC1)CC1=NN(CC=C1CC2)C